1-[2-methyl-3-(trifluoromethyl)phenyl](2H3)ethan-1-one CC1=C(C=CC=C1C(F)(F)F)C(C([2H])([2H])[2H])=O